2,3-dihydroxypropan-2-ylpalmitate OC(C)(CO)OC(CCCCCCCCCCCCCCC)=O